1-[(2S)-2-butanyl]-5-[2-(2,3,5,6-tetrafluorophenoxy)ethyl]-1H-pyrrole C[C@@H](CC)N1C=CC=C1CCOC1=C(C(=CC(=C1F)F)F)F